N[C@H]1C2N(CC1CC2)C(=O)C=2C=C(C1=C(SC(=C1C)C=1N(C3=CC=CC=C3C1)CC1CC1)C2)OC ((7R)-7-Amino-2-azabicyclo[2.2.1]heptan-2-yl)(2-(1-(cyclopropylmethyl)-1H-indol-2-yl)-4-methoxy-3-methylbenzo[b]thiophen-6-yl)methanone